Cl.Cl.C1(CC1)NC(C1=C(C=C(C(=C1)C=1C=NN(C1)C1=CN=C2N1C=C(C=C2)C2CCNCC2)C)F)=O N-cyclopropyl-2-fluoro-4-methyl-5-[1-(6-piperidin-4-yl-imidazo[1,2-a]pyridin-3-yl)-1H-pyrazol-4-yl]-benzamide di-hydrochloride